(5-(cyclopropylmethyl)-1,4,5,6-tetrahydropyrrolo[3,4-c]pyrazol-3-yl)(4-(3,4-difluoro-2-(trifluoromethyl)phenyl)piperidin-1-yl)methanone C1(CC1)CN1CC=2NN=C(C2C1)C(=O)N1CCC(CC1)C1=C(C(=C(C=C1)F)F)C(F)(F)F